C(C)(C)(C)OC(=O)NC1=C(C=C2C(=N1)N(C=C2)COCC[Si](C)(C)C)C(=O)OC methyl 6-((tert-Butoxycarbonyl) amino)-1-((2-(trimethylsilyl) ethoxy) methyl)-1H-pyrrolo[2,3-b]pyridine-5-carboxylate